Cl.NC1=NC(=NC2=CC(=C(C=C12)OC)OC)CNCCCNC(=O)C1OCCC1 N-[3-[(4-amino-6,7-dimethoxy-2-quinazolinyl)methylamino]propyl]tetrahydro-2-furamide hydrochloride